C1(=CC=C(C=C1)CCO)C 2-(p-tolyl)ethan-1-ol